4-(4-chlorophenyl)-1-((1-(5-fluoro-2-methoxyphenyl)-5-((S)-1-hydroxyethyl)-1H-1,2,4-triazol-3-yl)methyl)-3-((S)-3,3,3-trifluoro-2-hydroxypropyl)-1,3-dihydro-2H-imidazol-2-one ClC1=CC=C(C=C1)C=1N(C(N(C1)CC1=NN(C(=N1)[C@H](C)O)C1=C(C=CC(=C1)F)OC)=O)C[C@@H](C(F)(F)F)O